[3,5-difluoro-4-[1-methyl-4-(trifluoromethyl)imidazol-2-yl]phenyl]methylamine FC=1C=C(C=C(C1C=1N(C=C(N1)C(F)(F)F)C)F)CN